bis(4-isopropylphenyl) isovaleryloxy phosphate 1,2-naphthalenedibenzoate C=1(C(=CC=C2C=CC=CC12)C1=CC=CC=C1C(=O)O)C1=CC=CC=C1C(=O)O.P(=O)(OC1=CC=C(C=C1)C(C)C)(OC1=CC=C(C=C1)C(C)C)OOC(CC(C)C)=O